FC1(C(CCC1)(C(=O)N1C[C@H]2OC3=C([C@@H]1C2)C=NC=C3C#N)C)F (2S,5S)-4-(2,2-difluoro-1-methylcyclopentane-1-carbonyl)-2,3,4,5-tetrahydro-2,5-methanopyrido[3,4-f][1,4]oxazepine-9-carbonitrile